C(CC)[C@@H]1CC[C@H](CC1)C1=CC=C(C=C1)/C=C/C(=O)O (E)-3-(4-(trans-4-propylcyclohexyl)phenyl)acrylic acid